BrC1=CC(=C(C=C1)C(C)(C)O)CO 2-(4-Bromo-2-(hydroxymethyl)phenyl)propan-2-ol